6H-pyrrolo[3,4-b]pyridin-2-one N1C=2C(C=CC1=O)=CNC2